1-{2-[(3R,3'R)-3'-hydroxy-1,4-dihydro-1'H,2H-spiro[isoquinoline-3,4'-piperidine]-1'-carbonyl]imidazo[1,2-a]pyrimidin-6-yl}spiro[2.2]pentane-1-carbonitrile O[C@@H]1CN(CC[C@@]12NCC1=CC=CC=C1C2)C(=O)C=2N=C1N(C=C(C=N1)C1(CC13CC3)C#N)C2